(+-)-trans-3-methoxy-4-(3-(trifluoromethyl)phenoxy)piperidine-HCl Cl.CO[C@@H]1CNCC[C@H]1OC1=CC(=CC=C1)C(F)(F)F |r|